(6-(tert-Butoxycarbonyl)-8-methyl-8-(trifluoromethyl)-7,8-dihydro-6H-pyrazolo[1,5-a]pyrrolo[2,3-e]pyrimidin-2-yl)boronic acid C(C)(C)(C)OC(=O)N1CC(C2=C1C=NC=1N2N=C(C1)B(O)O)(C(F)(F)F)C